COC1=CC=C(C=C1)CN1C=NC2=C1C=CC=C2C=2C(=NC=CC2)N 3-[1-[(4-methoxyphenyl)methyl]-benzoimidazol-4-yl]pyridin-2-amine